1-(2-(benzyloxy)-4-(trifluoromethyl)phenyl)-4-(ethylthio)pyrrolo[1,2-d][1,2,4]triazine C(C1=CC=CC=C1)OC1=C(C=CC(=C1)C(F)(F)F)C=1C=2N(C(=NN1)SCC)C=CC2